C(#N)C=1C=C(C=CC1)C=1N=C(SC1C1=CC(=NC(=C1)C)C)NC(=O)N1C[C@H](NC(C1)=O)C (3R)-N-[4-(3-Cyanophenyl)-5-(2,6-dimethyl-4-pyridyl)thiazol-2-yl]-3-methyl-5-oxo-piperazin-1-carboxamid